C1(C=CC(N1C1=CC=C(C=C1)CC(=O)O)=O)=O 4-Maleimidophenylacetic Acid